C(C)(C)(C)OC(=O)N1C[C@@H]([C@@H](CC1)CNC1=NC=2N(C(=C1)N(C1=CC(=CC=C1)[N+](=O)[O-])C(=O)OC(C)(C)C)N=CC2C(C)C)O (3R,4S)-4-(((7-((tert-butoxycarbonyl)(3-nitrophenyl)amino)-3-isopropylpyrazolo[1,5-a]Pyrimidin-5-yl)amino)methyl)-3-hydroxypiperidine-1-carboxylic acid tert-butyl ester